1-(tert-butyl)-4-nitro-2-vinylbenzene C(C)(C)(C)C1=C(C=C(C=C1)[N+](=O)[O-])C=C